1-(pyrimidin-2-yl)-1H-1,2,4-triazole N1=C(N=CC=C1)N1N=CN=C1